tetrabenzyl-glucosyl-sulfinic acid sodium salt [Na+].C(C1=CC=CC=C1)[C@@]1([C@@]([C@](C(O[C@@H]1CO)(S(=O)[O-])CC1=CC=CC=C1)(O)CC1=CC=CC=C1)(O)CC1=CC=CC=C1)O